OC=1C2=C(C=3N(C1C(=O)NCC(=O)OC)N=CN3)C=CS2 methyl (6-hydroxythieno[3,2-c][1,2,4]triazolo[1,5-a]pyridine-5-carbonyl)glycinate